1,3-dimethylpyrazole-5-formate CN1N=C(C=C1C(=O)[O-])C